FC(C(=O)N1CCNCC1)(F)F 4-(2,2,2-trifluoroacetyl)piperazin